C(#N)C1=CC(=C(COOC=2C(=NC=CC2)C2=CC=CC=C2CS2C(=CC3=C2N=CN3CC3OCC3)C(=O)O)C=C1)F 4-(6-((4-cyano-2-fluorobenzyloxy)oxypyridin-2-yl)benzyl)-1-(oxetan-2-yl-Methyl)-1H-thieno[2,3-d]imidazole-5-carboxylic acid